CC=1N=C(SC1C)C1N(CCNC1)C(=O)C1=C(C=C(C=C1)NC(=O)C1CC1)N1CCCC1 N-[4-[2-(4,5-dimethyl-1,3-thiazol-2-yl)piperazine-1-carbonyl]-3-pyrrolidin-1-ylphenyl]cyclopropanecarboxamide